C(#N)C(C([2H])([2H])[2H])(C([2H])([2H])[2H])C1=CC=2N(C=C1)C(=CN2)C2=CC(=C(C(=O)NC1CC1)C(=C2)OC)OC(F)F 4-[7-[1-cyano-2,2,2-trideuterio-1-(trideuteriomethyl)ethyl]imidazo[1,2-a]pyridin-3-yl]-N-cyclopropyl-2-(difluoromethoxy)-6-methoxy-benzamide